NC1=CC=C2C(=N1)CC[C@H]2NC([C@H](C)NC(=O)[C@H]2NCCC(=C2)C2=C(C=C(C=C2)F)Cl)=O (S)-N-((S)-1-(((R)-2-amino-6,7-dihydro-5H-cyclopenta[b]pyridin-5-yl)amino)-1-oxopropan-2-yl)-4-(2-chloro-4-fluorophenyl)-1,2,5,6-tetrahydropyridine-2-carboxamide